C1(=CC(=CC=C1)OCC(=O)O)OCC(=O)O (1,3-phenylenedioxy)diacetic acid